4-((3-(3-chloro-4-methoxy-phenyl)imidazo[1,2-a]pyrazin-8-yl)amino)-N,2-dimethylbenzamide ClC=1C=C(C=CC1OC)C1=CN=C2N1C=CN=C2NC2=CC(=C(C(=O)NC)C=C2)C